1-(imidazo[1,2-a]pyridine-3-carbonyl)-N-(3-(4-methyl-1H-imidazol-1-yl)-5-(trifluoromethyl)phenyl)indoline-6-carboxamide methyl-4-(bromomethyl)phenylacetate COC(CC1=CC=C(C=C1)CBr)=O.N=1C=C(N2C1C=CC=C2)C(=O)N2CCC1=CC=C(C=C21)C(=O)NC2=CC(=CC(=C2)C(F)(F)F)N2C=NC(=C2)C